ethyl trifluoro-2-oxopropionate FC(C(C(=O)OCC)=O)(F)F